N[C@@H](C(=O)O)CC |r| racemic-aminobutyric acid